(Z)-3-fluoro-N-(3-(2-((4-morpholinylphenyl)amino)quinazolin-8-yl)phenyl)but-2-enamide F\C(=C/C(=O)NC1=CC(=CC=C1)C=1C=CC=C2C=NC(=NC12)NC1=CC=C(C=C1)N1CCOCC1)\C